C(#N)C=1C=C(CNC(C(C)C)=O)C=CC1OC(F)F N-[3-cyano-4-(difluoromethoxy)benzyl]isobutyramide